methyl (2-(1-(2-fluorobenzyl)-5-(isoxazol-3-yl)-1H-pyrazol-3-yl)pyrimidin-5-yl)carbamate FC1=C(CN2N=C(C=C2C2=NOC=C2)C2=NC=C(C=N2)NC(OC)=O)C=CC=C1